(E)-N-(4-(1-(4-(4-(7-((2-(2,6-dioxopiperidin-3-yl)-1-oxoisoindoline-4-yl)amino)heptanoyl)piperazin-1-yl)benzoyl)piperidin-4-yl)butyl)-3-(pyridin-3-yl)acrylamide O=C1NC(CCC1N1C(C2=CC=CC(=C2C1)NCCCCCCC(=O)N1CCN(CC1)C1=CC=C(C(=O)N2CCC(CC2)CCCCNC(\C=C\C=2C=NC=CC2)=O)C=C1)=O)=O